O1CCCC(=C1)C=NO N-[(3,4-dihydro-2H-pyran-5-yl)methylene]hydroxylamine